S1C(=CC=C1)S(=O)(=O)NC(C)=O N-(2-thiophenesulfonyl)acetamide